[6-({4-[6-(m-cyanophenyl)-2-(isopropylamino)-4-pyrimidinyl]-1H-1,2,3-triazol-1-yl}methyl)-2-pyridinyl]-3-methylbutanoic acid C(#N)C=1C=C(C=CC1)C1=CC(=NC(=N1)NC(C)C)C=1N=NN(C1)CC1=CC=CC(=N1)C(C(=O)O)C(C)C